ClC1=C(C=NC2=CC(=CC=C12)N1C2=C(CCC1)N=CC=C2)C(=O)Cl 4-chloro-7-(1,2,3,4-tetrahydropyrido[3,2-b]pyridin-1-yl)quinoline-3-carbonyl chloride